The molecule is a tricarboxylic acid trianion resulting from the deprotonation of all three hydroxy groups of N-acetyl-S-(2-succino)-L-cysteine. The major species at pH 7.3. It is a conjugate base of a N-acetyl-S-(2-succino)-L-cysteine. CC(=O)N[C@@H](CSC(CC(=O)[O-])C(=O)[O-])C(=O)[O-]